N-ethyl-N-methyl-N'-(4-(2-methylbenzyl)naphthalen-1-yl)formimidamide C(C)N(C=NC1=CC=C(C2=CC=CC=C12)CC1=C(C=CC=C1)C)C